P(=O)(OCCC1=CC=CC=C1)(O)O phenethyl dihydrogen phosphate